3-(3-chloro-5-(trifluoromethyl)pyridin-2-yl)-benzoxazol-2(3H)-one-6-sulfonyl chloride ClC=1C(=NC=C(C1)C(F)(F)F)N1C(OC2=C1C=CC(=C2)S(=O)(=O)Cl)=O